NC1=NC2=CC(=CC=C2C=C1Br)C[C@@H]1CC[C@]2([C@@H]1O[C@H]([C@@H]2O)N2C=CC1=C2N=C(N=C1C)N)O (2R,3R,3aS,6S,6aR)-6-((2-amino-3-bromoquinolin-7-yl)methyl)-2-(2-amino-4-methyl-7H-pyrrolo[2,3-d]pyrimidin-7-yl)hexahydro-3aH-cyclopenta[b]furan-3,3a-diol